ethyl (4aS,7aR)-1-methyl-2-oxooctahydro-4aH-cyclopenta[b]pyridine-4a-carboxylate CN1[C@H]2[C@@](CCC1=O)(CCC2)C(=O)OCC